(1E,3Z)-ethyl-3-(1-benzyl-1H-indole-3-carbonyl)-4-hydroxy-2-phenylcyclooctane-1,3-diene formate C(=O)O.C(C)/C/1=C(\C(=C(/CCCC1)\O)\C(=O)C1=CN(C2=CC=CC=C12)CC1=CC=CC=C1)/C1=CC=CC=C1